CN1N=CC(=C1)C(F)(F)F 1-methyl-4-trifluoromethyl-1H-pyrazole